N-(3-chloro-5-(methylsulfonyl)phenyl)-5-(5-((3,5-difluorobenzyl)oxy)-2-methylpyrimidin-4-yl)-1-methyl-1H-pyrrole-3-carboxamide ClC=1C=C(C=C(C1)S(=O)(=O)C)NC(=O)C1=CN(C(=C1)C1=NC(=NC=C1OCC1=CC(=CC(=C1)F)F)C)C